NCC1=NC=CC(=C1F)C=1C=CC2=C(C(=C(O2)C)COC2=C(C=CC(=C2)OC)CC(=O)OCC)C1 ethyl 2-(2-((5-(2-(aminomethyl)-3-fluoropyridin-4-yl)-2-methylbenzofuran-3-yl)methoxy)-4-methoxyphenyl)acetate